OC1(CCC(CC1)O)C 1,4-dihydroxy-methylcyclohexane